((((cyclohexane-1,3-diylbis(methylene))bis(azanediyl))bis(carbonyl))bis(oxy))bis(ethane-2,1-diyl) diacrylate C(C=C)(=O)OCCOC(=O)NCC1CC(CCC1)CNC(=O)OCCOC(C=C)=O